(S)-N-((S)-1-(3-bromo-2-fluorophenyl)-3-(trimethylsilyl)prop-2-yn-1-yl)-2-methylpropane-2-sulfinamide BrC=1C(=C(C=CC1)[C@@H](C#C[Si](C)(C)C)N[S@@](=O)C(C)(C)C)F